ClC1=C(C(=O)NC=2C=NNC2C(=O)NC2CCN(CC2)S(=O)(=O)C)C(=CC=C1)Cl 4-[(2,6-dichlorobenzoyl)amino]-N-(1-methylsulfonylpiperidin-4-yl)-1H-pyrazole-5-carboxamide